NC=1N=CC(=NC1OC(C)C1=C(C(=CC=C1F)F)Cl)C1=CC=C(C=C1)NS(=O)(=O)CCN1CCC(CC1)O 2-(4-hydroxy-piperidin-1-yl)-ethanesulfonic acid (4-{5-amino-6-[1-(2-chloro-3,6-difluoro-phenyl)-ethoxy]-pyrazin-2-yl}-phenyl)-amide